Methyl 5-iodo-2-sulfanyl-benzoate IC=1C=CC(=C(C(=O)OC)C1)S